FC(C1CN(CCC1)CC1=CC2=C(C(N(C=C2C(F)(F)F)C2=CC(=CC=C2)C2(CC(C2)OC)C2=NN=CN2C)=O)N1)F 2-((3-(difluoromethyl)piperidin-1-yl)methyl)-6-(3-((1r,3r)-3-methoxy-1-(4-methyl-4H-1,2,4-triazol-3-yl)cyclobutyl)phenyl)-4-(trifluoromethyl)-1,6-dihydro-7H-pyrrolo[2,3-c]pyridin-7-one